N,N-dimethyl-3-(4-((4-((2-(4-methylpiperazin-1-yl)acetamido)methyl)phenyl)amino)phenyl)propanamide CN(C(CCC1=CC=C(C=C1)NC1=CC=C(C=C1)CNC(CN1CCN(CC1)C)=O)=O)C